BrC1=C(C=CC=2N(C(N(C21)C)=O)C2C(N(C(CC2)=O)CC2=CC=C(C=C2)OC)=O)C 3-(4-Bromo-3,5-dimethyl-2-oxo-2,3-dihydro-1H-benzo[d]imidazol-1-yl)-1-(4-methoxybenzyl)piperidine-2,6-dione